iron tris(ethylphosphinate) C(C)P([O-])=O.C(C)P([O-])=O.C(C)P([O-])=O.[Fe+3]